3-isopropyloxazolidine-2,4-dione C(C)(C)N1C(OCC1=O)=O